COC(=O)C1=CC(=C(C(=C1)OC(=O)OC(C)(C)C)Br)C(=O)OC 4-bromo-5-tert-Butoxycarbonyloxy-benzene-1,3-dicarboxylic acid dimethyl ester